C(CO)(=O)ONC(=O)N ureido glycolate